ClC=1C=C2C=CC(=NC2=CC1)C(=O)NN1CCC(CC1)C(=O)O 1-(6-chloroquinoline-2-carboxamido)piperidine-4-carboxylic acid